C12C3CCC(C(CCCC1)CC2)CC3 Tricyclo[4.4.2.22,5]tetradecan